C(C)(=O)N1CCC(CC1)NCC=1C=CC(=NC1OC)C=1C=NC=C(C1Cl)C=1C(=C(C=CC1)C1=CC=C(C(=N1)OC)CNC1CCN(CC1)C(C)=O)Cl 1-(4-(((6-(3-(5-(((1-acetylpiperidin-4-yl)amino)methyl)-4'-chloro-6-methoxy-[2,3'-bipyridin]-5'-yl)-2-chlorophenyl)-2-methoxypyridin-3-yl)methyl)-amino)-piperidin-1-yl)ethan-1-one